ClC=1C=C2C(=C(C(NC2=CC1)=O)C(\C=C\C1=CC=C(C=C1)OC)=O)C (E)-6-chloro-3-(3-(4-methoxyphenyl)acryloyl)-4-methylquinolin-2(1H)-one